FC([C@@](C(=O)N1CC2(CC2)[C@@H]([C@@H]1CC=1C(=C(C=C(C1)F)C1=CC=CC=C1)F)NS(=O)(=O)CF)(C)O)F N-((6S,7S)-5-((S)-3,3-difluoro-2-hydroxy-2-methylpropanoyl)-6-((2,5-difluoro-[1,1'-biphenyl]-3-yl)methyl)-5-azaspiro[2.4]heptan-7-yl)-1-fluoromethanesulfonamide